NC=1SC(=CN1)C(=O)NC1=C(C=C(C(=C1)C(NC1=NC=C(C=C1)C1CC1)=O)F)C 2-Amino-N-[5-[(5-cyclopropylpyridin-2-yl)carbamoyl]-4-fluoro-2-methylphenyl]-1,3-thiazole-5-carboxamide